FCC1=NN2C(=C1)C1(OCCO1)CCC2 2-(fluoromethyl)-6,7-dihydro-5H-spiro[pyrazolo[1,5-a]pyridine-4,2'-[1,3]dioxolane]